(ethane-1,2-diylbis(azanetriyl))tetraethanol C(CN(CCO)CCO)N(CCO)CCO